1,4-bis(3,4-epoxycyclohexylmethoxymethyl)benzene C1(CC2C(CC1)O2)COCC2=CC=C(C=C2)COCC2CC1C(CC2)O1